(1-benzylpiperidin-4-yl)-6-((3-methoxy-4-((4-methoxybenzyl)oxy)phenyl)amino)quinoxaline-5-carbonitrile C(C1=CC=CC=C1)N1CCC(CC1)C1=NC=2C=CC(=C(C2N=C1)C#N)NC1=CC(=C(C=C1)OCC1=CC=C(C=C1)OC)OC